CC=1C(=NC(=NC1)NC=1C=CC2=C(B(OC2)O)C1)NC1CCC(CC1)C 6-((5-methyl-4-((4-methylcyclohexyl)amino)pyrimidin-2-yl)amino)benzo[c][1,2]oxaborol-1(3H)-ol